CNC1(CC1)CC(=O)OCC ethyl [1-(methylamino)cyclopropyl]acetate